N-(3-(6-(diethylamino)-1H-benzimidazol-2-yl)-1H-indazol-5-yl)acrylamide C(C)N(C=1C=CC2=C(NC(=N2)C2=NNC3=CC=C(C=C23)NC(C=C)=O)C1)CC